pentanene C=CCCC